4-(2-benzothiazolyl)aniline S1C(=NC2=C1C=CC=C2)C2=CC=C(N)C=C2